(2-pentoxy-cyclohex-1-yl)methylamine C(CCCC)OC1C(CCCC1)CN